4-methoxy-3-nitroaniline COC1=C(C=C(N)C=C1)[N+](=O)[O-]